C[C@@H]1N(CCNC1)C1=CC(=NC(=C1)F)OC[C@H]1N(CCC1)C 4-((S)-2-methylpiperazin-1-yl)-6-fluoro-2-(((S)-1-methylpyrrolidin-2-yl)methoxy)pyridin